COCCN1C(=NC=2C1=NC(=CC2)C=2C=CN1N=C(N=CC12)N[C@@H]1C[C@@H](C1)NC)C cis-N1-(5-(3-(2-methoxyethyl)-2-methyl-3H-imidazo[4,5-b]pyridin-5-yl)pyrrolo[2,1-f][1,2,4]triazin-2-yl)-N3-methylcyclobutane-1,3-diamine